(((5-chloro-7-(cyclopentylamino)-4-oxo-3,4-dihydroquinazolin-2-yl)methyl)thio)piperidine-1-carboxylic acid tert-butyl ester C(C)(C)(C)OC(=O)N1C(CCCC1)SCC1=NC2=CC(=CC(=C2C(N1)=O)Cl)NC1CCCC1